6-chloro-8-(4-fluorophenoxy)-2-methyl-imidazo[1,2-b]pyridazine ClC=1C=C(C=2N(N1)C=C(N2)C)OC2=CC=C(C=C2)F